OCC1CCC(CC1)N1N=C2C=C(C(=CC2=C1)NC(C1=NC=C(C=C1)C(F)(F)F)=O)OC N-(2-((1R,4R)-4-(hydroxymethyl)cyclohexyl)-6-methoxy-2H-indazol-5-yl)-5-(trifluoromethyl)picolinamide